FC(C1=NN2C(N=CC(=C2)CC2CCC3(CN(C3)C(=O)N3C[C@@H]4[C@@H](OCC(N4)=O)CC3)CC2)=C1)(F)F (4aR,8aS)-6-[7-[[2-(trifluoromethyl)pyrazolo[1,5-a]pyrimidin-6-yl]methyl]-2-azaspiro[3.5]nonane-2-carbonyl]-4,4a,5,7,8,8a-hexahydropyrido[4,3-b][1,4]oxazin-3-one